BrC1=CC=2NCCCCC2S1 2-bromo-5,6,7,8-tetrahydro-4H-thieno[3,2-b]azepine